sec.-Butylamin C(C)(CC)N